2-(4-bromo-3-methylphenyl)-N-methoxy-N-methylacetamide BrC1=C(C=C(C=C1)CC(=O)N(C)OC)C